C1(CC1)C1=C(C=C(C=C1)F)C(C(=O)O)N1C[C@@H](CC1)OCCCCC1=NC=2NCCCC2C=C1 2-(2-cyclopropyl-5-fluorophenyl)-2-((R)-3-(4-(5,6,7,8-tetrahydro-1,8-naphthyridin-2-yl)butoxy)pyrrolidin-1-yl)acetic acid